(S)-N-(4-(difluoromethyl)pyridin-2-yl)-4-methyl-3-(1-(pyrimidin-5-yl)pyrrolidin-3-yl)benzamide FC(C1=CC(=NC=C1)NC(C1=CC(=C(C=C1)C)[C@H]1CN(CC1)C=1C=NC=NC1)=O)F